1,3-Dimethylbutylacetat CC(CC(C)C)OC(C)=O